L-1-aminopropyl-3-methylimidazole nitrate [N+](=O)(O)[O-].NC(CC)C1=NC=CN1C